C(C)(C)(C)OC(NCC=1N=CN(C1)CC=1C=NC(=CC1)C(F)(F)F)=O ((1-((6-(trifluoromethyl)pyridin-3-yl)methyl)-1H-imidazol-4-yl)methyl)carbamic acid tert-butyl ester